C(C)(C)(C)C1=C(C=CC(=C1)CCCC1=NOC(O1)=O)NC(O)=O.C(N)(OC(C)(C)C)=O tert-Butyl carbamate (tert-Butyl-[4-{3-(5-oxo-1,4,2-dioxazol-3-yl)propyl}phenyl])carbamate